FC(N1N=CC(=C1)C=1C2=C(N=C(N1)C1=CC=CC=C1)CN(CC2)C(C=C)=O)F 1-(4-(1-(difluoromethyl)-1H-pyrazol-4-yl)-2-phenyl-5,8-dihydropyrido[3,4-d]pyrimidin-7(6H)-yl)prop-2-en-1-one